C(N)(OC(C)(CC(C)(C)C)C1=CN=C(C2=CN=C(C=C12)NC1=NC(=C(N=C1)C#N)C(C)C)NC)=O (tert-butyl 2-(6-((5-cyano-6-isopropylpyrazin-2-yl) amino)-1-(methylamino)-2,7-naphthyridin-4-yl) propan-2-yl) carbamate